2-(3-chlorophenyl)-2-oxoacetic acid ClC=1C=C(C=CC1)C(C(=O)O)=O